4-(1-((S)-sec-Butyl)-7-{[Cyclopropyl-(1-ethyl-1H-indazol-5-yl)-methyl]-amino}-1H-pyrazolo[4,3-d]pyrimidin-5-yl)-piperazin [C@H](C)(CC)N1N=CC=2N=C(N=C(C21)NC(C=2C=C1C=NN(C1=CC2)CC)C2CC2)N2CCNCC2